CN1N=CC=C1C=1C=NC=2CCN(CC2C1)C(=O)OC(C)(C)C tert-Butyl 3-(1-methyl-1H-pyrazol-5-yl)-7,8-dihydro-1,6-naphthyridine-6(5H)-carboxylate